CN(C)CN1C=NC2=C1C=C(C=C2C2=CC=CC=C2)N (dimethylamino)methyl-4-phenyl-1H-benzo[d]imidazol-6-amine